(Z)-6-hydroxy-2-(4H-chromon-3-ylmethylene)benzofuran-3(2H)-one OC1=CC2=C(C(/C(/O2)=C/C2=COC3=CC=CC=C3C2=O)=O)C=C1